tert-Butyl 3-[[4-(trifluoromethyl)phenyl]methylamino]azetidine-1-carboxylate FC(C1=CC=C(C=C1)CNC1CN(C1)C(=O)OC(C)(C)C)(F)F